ethyl ethoxypropionate C(C)OC(C(=O)OCC)C